COC(=O)C1=C(SC(=C1)Cl)N1C(=C(C=C1C)C=O)C 5-chloro-2-(3-formyl-2,5-dimethyl-1H-pyrrol-1-yl)thiophene-3-carboxylic acid methyl ester